Cl.NCC(=CCN(C1CCCC=2C=CC=NC12)CC1=NC2=C(N1)C=CC=C2)CN 3-Aminomethyl-N-(1H-benzoimidazol-2-ylmethyl)-N-(5,6,7,8-tetrahydro-quinolin-8-yl)-but-2-ene-1,4-diamine, hydrochloride salt